CC1=NC(=NN1)CCCCCCCC 5-methyl-3-octyl-1H-1,2,4-triazole